tert-butyl (trans-4-(((2-fluorobenzyl)carbamoyl) (5-(2-methoxypyrimidin-5-yl)pyridin-2-yl)amino)cyclohexyl)carbamate FC1=C(CNC(=O)N([C@@H]2CC[C@H](CC2)NC(OC(C)(C)C)=O)C2=NC=C(C=C2)C=2C=NC(=NC2)OC)C=CC=C1